FCC(CF)C1C(C1)C1=C(N=NC(=C1)C=1C(=NC(=NC1)OC)OC)C 4-(2-(1,3-Difluoropropan-2-yl)cyclopropyl)-6-(2,4-dimethoxypyrimidin-5-yl)-3-methylpyridazine